FC(C)(F)C=1C=C(OC2=C(C(=NN2C)C(F)F)C(=O)N[C@@H](C)C2=CC=C(C(=O)OC)C=C2)C=CC1F methyl (S)-4-(1-(5-(3-(1,1-difluoroethyl)-4-fluorophenoxy)-3-(difluoromethyl)-1-methyl-1H-pyrazole-4-carboxamido)ethyl)benzoate